CC1=NN=C(O1)C(=O)O\N=C(\C=1C(=CC2=C(N(C([C@H](CS2)NC(=O)OC(C)(C)C)=O)CC2=CC=C(C=C2)Cl)C1)F)/N [(Z)-[amino-[(3R)-3-(tert-butoxycarbonylamino)-5-[(4-chlorophenyl)methyl]-8-fluoro-4-oxo-2,3-dihydro-1,5-benzothiazepin-7-yl] methylene] amino] 5-methyl-1,3,4-oxadiazole-2-carboxylate